N-decanoyl-vanillylamide C(CCCCCCCCC)(=O)[N-]CC1=CC(OC)=C(O)C=C1